ClC1=NC(=C(C=C1C#N)F)C=1C=NN2C1N=C(C(=C2)OC)C(C)(C)O 2-chloro-5-fluoro-6-[5-(1-hydroxy-1-methyl-ethyl)-6-methoxy-pyrazolo[1,5-a]pyrimidin-3-yl]pyridine-3-carbonitrile